(1s,5r)-3-(tetrahydropyran-4-ylmethyl)-N-[6-[6-(trifluoromethyl)-3-pyridinyl]pyridazin-3-yl]-3-azabicyclo[3.1.0]hexane-6-amine O1CCC(CC1)CN1C[C@H]2C([C@H]2C1)NC=1N=NC(=CC1)C=1C=NC(=CC1)C(F)(F)F